F[C@@H]1[C@@]2(C[C@H](C[C@](C1)(N2C)C)OC2=CC=C(N=N2)C2=C(C=C(C=C2)N2C=NC=C2)O)C 2-(6-(((1R,3S,5S,6S)-6-fluoro-1,5,8-trimethyl-8-azabicyclo[3.2.1]octan-3-yl)oxy)pyridazin-3-yl)-5-(1H-imidazol-1-yl)phenol